OCCS(=O)(=O)CC(CCC[C@](C(=O)NN(C(=O)OC(C)(C)C)C)(C)C1=CC(=CC=C1)C[C@@H](C(=O)OC)C)(C)C tert-butyl 2-((R)-7-((2-hydroxyethyl)sulfonyl)-2-(3-((S)-3-methoxy-2-methyl-3-oxopropyl)phenyl)-2,6,6-trimethylheptanoyl)-1-methylhydrazine-1-carboxylate